ClC1=CC(=C(C=C1)[C@@]1(OC2=C(O1)C=CC=C2C2CCN(CC2)CC=2N(C(=C(N2)C=2C=C(C(=O)O)C=C(C2)F)C)C[C@H]2OCC2)C)F 3-(2-((4-((S)-2-(4-chloro-2-fluorophenyl)-2-methylbenzo[d][1,3]dioxol-4-yl)piperidin-1-yl)methyl)-5-methyl-1-(((S)-oxetan-2-yl)methyl)-1H-imidazol-4-yl)-5-fluorobenzoic acid